C1(CC1)C(C)C=1C(=C2CCCC2=C(C1)F)NC(=O)NS(=O)(=O)C1CCN(CC1)CC N-((5-(1-cyclopropylethyl)-7-fluoro-2,3-dihydro-1H-inden-4-yl)carbamoyl)-1-ethylpiperidine-4-sulfonamide